tert-butyl (S)-3-(4-((4-([1,2,4]triazolo[1,5-a]pyridin-7-yloxy)-3-methylphenyl)amino)pyrido[3,2-d]pyrimidin-6-yl)piperidine-1-carboxylate N=1C=NN2C1C=C(C=C2)OC2=C(C=C(C=C2)NC=2C1=C(N=CN2)C=CC(=N1)[C@@H]1CN(CCC1)C(=O)OC(C)(C)C)C